C[Si](C1=C2CCC2=C(C=C1)[Si](C)(C)C)(C)C 2,5-bis(trimethylsilyl)bicyclo[4.2.0]Octa-1,3,5-triene